C[NH+]1CC[C@]23[C@@H]4C(=O)CC=C2[C@H]1CC5=C3C(=C(C=C5)OC)O4 The molecule is the trialkylammonium ion resulting from the protonation of the amino group of neopinone. It is a conjugate acid of a neopinone.